COCCNC=1C=C(C(=O)OC)C=CC1CN1CCOCC1 methyl 3-(2-methoxyethylamino)-4-(morpholinomethyl)benzoate